6-(cyclopropanecarboxamido)-4-((3-methoxy-4-(2-methyl-2H-1,2,3-triazol-4-yl)pyridin-2-yl)amino)-N-(methyl-d3)pyridazine-3-carboxamide C1(CC1)C(=O)NC1=CC(=C(N=N1)C(=O)NC([2H])([2H])[2H])NC1=NC=CC(=C1OC)C1=NN(N=C1)C